CN1N=CC(=C1)N(S(=O)(=O)NC(CC1=CC(=CC(=C1)C(F)(F)F)C(C)C)=O)C[C@H]1N(CCC1)C N-[(1-Methyl-1H-pyrazol-4-yl)({[(2S)-1-methylpyrrolidin-2-yl]methyl})sulfamoyl]-2-[3-(propan-2-yl)-5-(trifluoromethyl)phenyl]acetamide